C(C1=CC=CC=C1)NC(CC1=CC=C(C=C1)NC(=O)C=1OC(=CC1)Cl)=O N-(4-(2-(benzylamino)-2-oxoethyl)phenyl)-5-chlorofuran-2-carboxamide